(2s,4s)-2-(hydroxymethyl)-4-(trifluoromethyl)pyrrolidine-1-carboxylic acid tert-butyl ester C(C)(C)(C)OC(=O)N1[C@@H](C[C@@H](C1)C(F)(F)F)CO